CC1=C(N2C=C(C=C2C=C1C(=O)O)C=1N(C=CN1)C)C(C)N1CCOCC1 6-methyl-2-(1-methyl-1H-imidazol-2-yl)-5-(1-morpholinoethyl)indolizine-7-carboxylic acid